Cl.NC1=CC(=CC(=C1)N)N 1,3,5-Triaminobenzene hydrochloride